CN1C[C@@H]2N(CC[C@@H]2C1)C1=CC=C(N=N1)C1=C(C=C(C=C1C)C(F)(F)F)O 2-[6-[(3aR,6aR)-5-methyl-2,3,3a,4,6,6a-hexahydropyrrolo[3,4-b]pyrrol-1-yl]pyridazin-3-yl]-3-methyl-5-(trifluoromethyl)phenol